FC(C1=NC=CC(=C1)C1=NOC(=C1)C(C)N)(F)F 1-[3-[2-(trifluoromethyl)-4-pyridinyl]Isoxazol-5-yl]Ethylamine